oxazolo[5,4-d]pyrimidin N1=COC=2N=CN=CC21